4-(((3',4'-dichloro-[1,1'-biphenyl]-4-yl)oxy)methyl)-1H-1,2,3-triazole-5-carboxylic acid ClC=1C=C(C=CC1Cl)C1=CC=C(C=C1)OCC=1N=NNC1C(=O)O